O=C1N(CCC(N1)=O)N1C(C2=CC=C(C=C2C1=O)CN1CCN(CC1)C1=CC=C(C=C1)C)=O 2-(2,4-dioxotetrahydropyrimidin-1(2H)-yl)-5-((4-(p-tolyl)piperazin-1-yl)methyl)isoindoline-1,3-dione